NC1CCC(CC1)CNC1=C(C=C(C=C1)N1CC(OC(C1)C)C)OC N-(((1r,4r)-4-aminocyclohexyl)methyl)-4-(2,6-dimethylmorpholino)-2-methoxyaniline